BrC=1C=CC(=NC1)O[C@@H]1C[C@@H]2CN([C@H]1C2)C(=O)C2=C(C=CC(=C2)F)N2N=CC=N2 ((1S,4R,6R)-6-((5-bromopyridin-2-yl)oxy)-2-azabicyclo[2.2.1]hept-2-yl)(5-fluoro-2-(2H-1,2,3-triazol-2-yl)phenyl)methanone